C(#N)C1=CC=C(C=C1)C=1C=NN(C1O)CC(=O)O 2-(4-(4-cyanophenyl)-5-hydroxy-1H-pyrazol-1-yl)acetic acid